(4-bromophenyl)(cyclopent-3-en-1-yl)methanone BrC1=CC=C(C=C1)C(=O)C1CC=CC1